BrC=1C=C(OCCC2=NOC(O2)=O)C=CC1O 3-(3-Bromo-4-hydroxyphenoxy-ethyl)-1,4,2-dioxazol-5-one